C(C(=C)C)(=O)NCC(CS(=O)(=O)O)O 3-methacrylamido-2-hydroxy-propane-sulphonic acid